C(CCC\C=C/CC)OC(CCC(=O)OCCCCCCCN(CCCCCCCOC(CCC(OCCCC\C=C/CC)OCCCC\C=C/CC)=O)CCC1=NN=CN1)OCCCC\C=C/CC ((2-(4H-1,2,4-triazol-3-yl)ethyl)azanediyl)bis(heptane-7,1-diyl) bis(4,4-bis(((Z)-oct-5-en-1-yl)oxy)butanoate)